3-(cyclopentanesulfonimidoyl)benzoic acid C1(CCCC1)S(=O)(=N)C=1C=C(C(=O)O)C=CC1